C1(=CC=CC=C1)C1=CN=C(S1)NC1CN(CC1)C#N 3-((5-phenylthiazol-2-yl)amino)pyrrolidine-1-carbonitrile